1-(5-((7-chloroquinazolin-4-yl)amino)pyridin-2-yl)-3-methyl-1H-imidazol-3-ium phosphate P(=O)([O-])([O-])[O-].ClC1=CC=C2C(=NC=NC2=C1)NC=1C=CC(=NC1)N1C=[N+](C=C1)C.ClC1=CC=C2C(=NC=NC2=C1)NC=1C=CC(=NC1)N1C=[N+](C=C1)C.ClC1=CC=C2C(=NC=NC2=C1)NC=1C=CC(=NC1)N1C=[N+](C=C1)C